chloroformyl-(4-nitro)-phenol ClC(=O)C1=C(C=CC(=C1)[N+](=O)[O-])O